((1R,5S)-3-(2-((1-methyl-1H-pyrazol-4-yl)amino)-pyrimidin-4-yl)-3,8-diazabicyclo[3.2.1]-octan-8-yl)methanone CN1N=CC(=C1)NC1=NC=CC(=N1)N1C[C@H]2CC[C@@H](C1)N2C=O